(2e,2'e,2''e)-2,2',2''-(cyclopropane-1,2,3-triyl)tris(2-(2,6-dichloro-3,5-difluoro-4-(trifluoromethyl)phenyl)-acetonitrile) C1(C(C1C(C#N)C1=C(C(=C(C(=C1Cl)F)C(F)(F)F)F)Cl)C(C#N)C1=C(C(=C(C(=C1Cl)F)C(F)(F)F)F)Cl)C(C#N)C1=C(C(=C(C(=C1Cl)F)C(F)(F)F)F)Cl